(5-Methylpyridin-3-yl)methanamine CC=1C=C(C=NC1)CN